ClC=1C(=CC(=NC1)NC1=CC=NN1C)C=1C=C2N(CCCN3C2=NN=C3N3CCC2=CC=CC=C32)C1 5-Chloro-4-(3-(indolin-1-yl)-6,7-dihydro-5H-pyrrolo[1,2-a][1,2,4]triazolo[3,4-c][1,4]diazepin-10-yl)-N-(1-methyl-1H-pyrazol-5-yl)pyridin-2-amine